C(CP(O)=O)P(O)=O ethane-1,2-diyldiphosphinic acid